FC1=CC(=C(C=C1NC(C1=NC=CC(=C1)C(F)(F)F)=O)B(O)O)C (4-fluoro-2-methyl-5-(4-(trifluoromethyl)picolinamido)phenyl)boronic acid